tert-butyl 4-[7-([2,8-dimethylimidazo[1,2-b]pyridazin-6-yl]carbamoyl)-2-methyl-1-benzofuran-4-yl]piperidine-1-carboxylate CC=1N=C2N(N=C(C=C2C)NC(=O)C2=CC=C(C=3C=C(OC32)C)C3CCN(CC3)C(=O)OC(C)(C)C)C1